tert-butyl 3-(5-phenyl-3-(2-hydroxy-4-(trifluoromethyl)phenyl)-2-oxopyridin-1(2H)-yl)piperidine-1-carboxylate C1(=CC=CC=C1)C=1C=C(C(N(C1)C1CN(CCC1)C(=O)OC(C)(C)C)=O)C1=C(C=C(C=C1)C(F)(F)F)O